racemic-4,6-dimethyl-2-(pyridin-4-yl)-5,7-dihydro-3-oxa-1-thia-7-aza-acenaphthylen-8(4H)-one C[C@H]1OC2=C(SC=3C(NC(=C(C1)C32)C)=O)C3=CC=NC=C3 |r|